NC1=NC(N(C=C1)[C@@H]1CC[C@H](CC1)CN(C(OC(C)(C)C)=O)[C@@H]1CC[C@H](CC1)NC(=O)OC(C)(C)C)=O tert-butyl ((trans-4-(4-amino-2-oxopyrimidin-1(2H)-yl)cyclohexyl)methyl)(trans-4-((tert-butoxycarbonyl)amino)cyclohexyl)carbamate